S1C=NC2=C1C=CC(=C2)[C@@H]2N(C[C@H](CC2)C)C(C(=O)NC=2C1=C(C(=NC2)NC)C=NN1COCC[Si](C)(C)C)=O 2-((2R,5S)-2-(benzo[d]thiazol-5-yl)-5-methylpiperidin-1-yl)-N-(4-(methylamino)-1-((2-(trimethylsilyl)ethoxy)methyl)-1H-pyrazolo[4,3-c]pyridin-7-yl)-2-oxoacetamide